6-(3-(3-(azabicyclo[3.1.0]hex-3-yl)propoxy)pyridin-3-yl)-7-fluoro-1-isopropyl-3-methyl-1,3-dihydro-2H-imidazo[4,5-c]cinnolin-2-one N12CC(CC2C1)CCCOC1(CN=CC=C1)C1=C(C=CC=2C3=C(N=NC12)N(C(N3C(C)C)=O)C)F